O=C1C(=CN(C(=C1)C1=CC(=C(C=C1)N1CCCC1)C(F)(F)F)C1=CC2=C(N=C(O2)N2CCCC2)C=C1)C(=O)O 4-oxo-6-(4-(pyrrolidin-1-yl)-3-(trifluoromethyl)phenyl)-1-(2-(pyrrolidin-1-yl)benzo[d]oxazol-6-yl)-1,4-dihydropyridine-3-carboxylic acid